CN1N=C(C(=C1)C1=NC=CC(=N1)NC1=NC=C2C(=CN=C(C2=C1)C(C)C)N1CC(C1)N(S(=O)(=O)C)C)C N-(1-(7-((2-(1,3-Dimethyl-1H-pyrazol-4-yl)pyrimidin-4-yl)amino)-1-isopropyl-2,6-diazanaphthalen-4-yl)azetidin-3-yl)-N-methyl-methanesulfonamide